1-ethyl-1-methyl-phosphinanium chloride [Cl-].C(C)[P+]1(CCCCC1)C